methyl 4-amino-1,3-dihydrofuro[3,4-c]quinoline-8-carboxylate NC1=NC=2C=CC(=CC2C2=C1COC2)C(=O)OC